(S)-N-(2,2-difluoro-1-(5-fluoro-1-neopentyl-6-(4-(trifluoromethyl)pyridin-3-yl)-1H-indol-3-yl)ethyl)cyclopropanesulfonamide FC([C@H](C1=CN(C2=CC(=C(C=C12)F)C=1C=NC=CC1C(F)(F)F)CC(C)(C)C)NS(=O)(=O)C1CC1)F